naphthalene-1,4-diamine C1(=CC=C(C2=CC=CC=C12)N)N